COC=1C=C(C=CC1)C1(CC=C(C=C1)N(C)C)NC1=CC=CC=C1 1-(3-methoxyphenyl)-N4,N4-dimethyl-N1-phenyl-benzene-1,4-diamine